(2-pyridinyl)-5-[[(3S)-1-[2-oxo-2-[(2S)-2-cyanopyrrolidin-1-yl]ethyl]pyrrolidin-3-yl]amino]quinoline-8-carboxamide N1=C(C=CC=C1)C1=NC2=C(C=CC(=C2C=C1)N[C@@H]1CN(CC1)CC(N1[C@@H](CCC1)C#N)=O)C(=O)N